FC1=CC=C(CC2COC3(N(C2=O)C2=CC=CC=C2)C=CC(C=C3)=O)C=C1 3-(4-fluoro-benzyl)-5-phenyl-1-oxa-5-azaspiro[5.5]undec-7,10-diene-4,9-dione